C(N)(=O)OCCCCCC (hexan-6-ol) carbamate